(5-bromo-3-fluoro-4-(4-fluoro-2,6-dimethylphenoxy)thiophen-2-yl)propan-2-ol BrC1=C(C(=C(S1)CC(C)O)F)OC1=C(C=C(C=C1C)F)C